2-methyl-2-(2-methyl-3-(2-(((R)-phenyl((R)-1,2,3,4-tetrahydropyrido[2,3-b]pyrazin-3-yl)methyl)amino)ethyl)phenyl)propanoic acid CC(C(=O)O)(C)C1=C(C(=CC=C1)CCN[C@@H]([C@H]1CNC2=C(N1)N=CC=C2)C2=CC=CC=C2)C